N-[6-(1-hydroxy-1-methyl-ethyl)-2-(5-oxopentyl)indazol-5-yl]6-(trifluoromethyl)pyridine-2-carboxamide 2'-O-hexadecyl-cytidine-3'-phosphate P(=O)(O)(O)O[C@H]1[C@H]([C@@H](O[C@@H]1CO)N1C(=O)N=C(N)C=C1)OCCCCCCCCCCCCCCCC.OC(C)(C)C=1C(=CC2=CN(N=C2C1)CCCCC=O)NC(=O)C1=NC(=CC=C1)C(F)(F)F